CC1=CC=2N(C=C1C1CCN(CC1)S(=O)(=O)C=1N=NN(C1)C)N=CN2 7-methyl-6-(1-((1-methyl-1H-1,2,3-triazol-4-yl)sulfonyl)piperidin-4-yl)-[1,2,4]triazolo[1,5-a]pyridine